O1C=CC2=C1C=CC(=C2)NC2=NC=C(C(=C2)N2C=C(C=C2)C(=O)NC(CO)C2=CC=CC=C2)C 1-(2-(benzo-furan-5-ylamino)-5-methyl-pyridin-4-yl)-N-(2-hydroxy-1-phenylethyl)-1H-pyrrole-3-carboxamide